NCC=1C=C(C=CC1)C#CC=1C=C(C(=O)NCC2=CC=3N(C=C2)C=CN3)C=CC1S(=O)(=O)CC1=NN(C=C1)C 3-((3-(aminomethyl)phenyl)ethynyl)-N-(imidazo[1,2-a]pyridin-7-ylmethyl)-4-(((1-methyl-1H-pyrazol-3-yl)methyl)sulfonyl)benzamide